trans-3-hydroxy-L-proline ammonium [NH4+].O[C@@H]1[C@H](NCC1)C(=O)O